(S)-4-(3-(4-Bromothiazol-2-yl)phenyl)-5,6-dihydro-4H-cyclopenta[d]thiazol-4-ol BrC=1N=C(SC1)C=1C=C(C=CC1)[C@]1(CCC2=C1N=CS2)O